CC1OCC(C1C#N)=O 2-methyl-3-cyano-4-oxotetrahydrofuran